OC12CC3(CC(CC(C1)C3)C2)COC(=O)C(S(=O)(=O)[O-])(F)F [3-Hydroxyadamantanyl-methoxycarbonyl]-difluoromethanesulfonate